5-((((3'-chloro-2'-(2-chloro-3-((3-fluoro-4-((3-hydroxyazetidin-1-yl)methyl)pyridin-2-yl)amino)phenyl)-6-methoxy-[2,4'-bipyridin]-5-yl)methyl)amino)methyl)pyrrolidin-2-one ClC=1C(=NC=CC1C1=NC(=C(C=C1)CNCC1CCC(N1)=O)OC)C1=C(C(=CC=C1)NC1=NC=CC(=C1F)CN1CC(C1)O)Cl